O1COC2=C1C=CC(=C2)NC2=NC=C(C(=N2)N2C=C(C=C2)C(=O)NC(CO)C2=CC=CC=C2)F 1-(2-(benzo[d][1,3]dioxol-5-ylamino)-5-fluoro-pyrimidin-4-yl)-N-(2-hydroxy-1-phenylethyl)-1H-pyrrole-3-carboxamide